ClC=1C=NC(=NC1)N1CCC(CC1)CCCOC1=CC(=C(C=C1)CC(=O)N1CCC(CC1)C(=O)NCC(CO)(CO)O)F 1-[2-[4-[3-[1-(5-chloropyrimidin-2-yl)-4-piperidyl]propoxy]-2-fluoro-phenyl]acetyl]-N-[2,3-dihydroxy-2-(hydroxymethyl)propyl]piperidine-4-carboxamide